(5S)-tert-butyl 5-methyl-2-(2'-oxo-1',4'-dihydro-2'H-spiro[cyclopropane-1,3'-quinoline]-6'-yl)piperidin-1-carboxylate C[C@H]1CCC(N(C1)C(=O)OC(C)(C)C)C=1C=C2CC3(C(NC2=CC1)=O)CC3